OC(CC(C)C)=C1C(OC(OC1=O)(C)C)=O 5-(1-hydroxy-3-methyl-butylidene)-2,2-dimethyl-1,3-dioxane-4,6-dione